8-fluoro-4-((R)-1-oxa-6-azaspiro[3.5]nonan-6-yl)pyridin FC1CN(C[C@@]2(CCO2)C1)C1=CC=NC=C1